N-(2-(1-((5-(2,6-dioxopiperidin-3-yl)pyridin-3-yl)methyl)piperidin-4-yl)-6-(2-hydroxypropane-2-yl)-2H-indazol-5-yl)-6-(trifluoromethyl)nicotinamide O=C1NC(CCC1C=1C=C(C=NC1)CN1CCC(CC1)N1N=C2C=C(C(=CC2=C1)NC(C1=CN=C(C=C1)C(F)(F)F)=O)C(C)(C)O)=O